(Z)-[2-(propylsulfonyloxyimino)-3-thienylidene](o-tolyl)acetonitrile C(CC)S(=O)(=O)ON=C\1SC=C/C1=C(/C#N)\C1=C(C=CC=C1)C